4-[2-(4-Fluorophenyl)-4-oxo-1,3-thiazolidin-3-yl]-N-(3-methoxypropyl)-3-methylbenzamide FC1=CC=C(C=C1)C1SCC(N1C1=C(C=C(C(=O)NCCCOC)C=C1)C)=O